1-amino-2-cyclopropyl-cyclopropanecarboxylic acid NC1(C(C1)C1CC1)C(=O)O